CC=1C=2N(C(NC1)=O)C=CN2 8-methyl-5H,6H-imidazo[1,2-c]pyrimidin-5-one